1-benzyl-3-(2-(4-ethylpiperazin-1-yl)-5-(4-(4-((6-(trifluoromethyl)pyridazin-3-yl)oxy)-phenyl)piperidine-1-carbonyl)phenyl)urea C(C1=CC=CC=C1)NC(=O)NC1=C(C=CC(=C1)C(=O)N1CCC(CC1)C1=CC=C(C=C1)OC=1N=NC(=CC1)C(F)(F)F)N1CCN(CC1)CC